Cl.S(=O)(=O)(C1=CC=C(C)C=C1)N1C=CC=2C(=CC=CC12)C(=O)O 1-tosyl-1H-indole-4-carboxylate hydrochloride